Cl.C1(=CC=CC=C1)C[C@H](N)B1O[C@@]2([C@H](O1)C[C@H]1C([C@@H]2C1)(C)C)C (R)-2-phenyl-1-((3aS,4S,6S,7aR)-3a,5,5-trimethylhexahydro-4,6-methanobenzo[d][1,3,2]dioxaborol-2-yl)ethanamine hydrochloride